3-(3-bromo-1H-pyrazol-1-yl)-2-(methoxymethyl)pyridine BrC1=NN(C=C1)C=1C(=NC=CC1)COC